2-(3,4-Dichlorobenzoyl)-10-[(pyridin-4-yl)methyl]-1,2,3,4,7,8,9,10-octahydro-11H-pyrido-[4',3':3,4]pyrazolo[1,5-a][1,4]diazepin-11-one ClC=1C=C(C(=O)N2CC=3C(=NN4C3C(N(CCC4)CC4=CC=NC=C4)=O)CC2)C=CC1Cl